C(#N)C1=CC(=C(C=C1)NS(=O)(=O)C1=CNC=C1C=1SC(=CC1)C)F N-(4-cyano-2-fluorophenyl)-4-(5-methylthiophen-2-yl)-1H-pyrrole-3-sulfonamide